CC=1C=C2C(=NC1N1CCC3(C(N4[C@H](O3)CC[C@H]4C4=CC=CC=C4)=O)CC1)CNC2=O (5'S,7a'R)-1-(3-methyl-5-oxo-6,7-dihydro-5H-pyrrolo[3,4-b]pyridin-2-yl)-5'-phenyltetrahydro-3'H-spiro[piperidine-4,2'-pyrrolo[2,1-b][1,3]oxazol]-3'-one